methyl 5-(5-(1,3-dimethyl-2-oxo-7-(tetrahydro-2H-pyran-4-yl-3,4-d2)-1,2-dihydroquinolin-5-yl)-5,6,7,8-tetrahydropyrido[3,2-d]pyrimidin-2-yl)picolinate CN1C(C(=CC2=C(C=C(C=C12)C1(C(COCC1)[2H])[2H])N1CCCC=2N=C(N=CC21)C=2C=CC(=NC2)C(=O)OC)C)=O